CC(=O)NC1=NC(=O)N(C=C1)[C@H]2[C@@H]([C@@H]([C@H](O2)CO)O)O The molecule is cytidine in which one of the exocyclic amino hydrogens is substituted by an acetyl group. It has a role as a metabolite. It is a member of cytidines, a member of acetamides and a secondary carboxamide.